FC(C(C(F)(F)F)(O)C1(CC(=C(C=C1)C1=CC=CC=C1)C)CN1C(CN(CC1)CC1=CC=NC=C1)C(=O)NC(C)C)(F)F 1-((4-(1,1,1,3,3,3-hexafluoro-2-hydroxypropan-2-yl)-2-methyl-[1,1'-biphenyl]-4-yl)methyl)-N-isopropyl-4-(pyridin-4-ylmethyl)piperazine-2-carboxamide